NC=1C(NC2=C(C=NC(=C2C1C1=C2C=NNC2=C(C=C1)F)Cl)C)=O 3-Amino-5-chloro-4-(7-fluoro-1H-indazol-4-yl)-8-methyl-1H-1,6-naphthyridin-2-one